ClC1=NC2=C(C(=C(C=C2C(=N1)N1C[C@H]2CC[C@@H](C1)N2C(=O)OC(C)(C)C)Cl)C2=CC(=CC1=CC=C(C=C21)F)OCOC)F tert-butyl (1R,5S)-3-((S or R)-2,6-dichloro-8-fluoro-7-(7-fluoro-3-(methoxymethoxy)naphthalen-1-yl)quinazolin-4-yl)-3,8-diazabicyclo[3.2.1]octane-8-carboxylate